trans-8-trans-10-dodecene CCCCCCCCC\C=C\C